FC1=CC=CC=2C(=N[C@@H](C(NC21)=O)NC(=O)C=2C(=NN1C2OCCC1)C=1C=NN(C1)C1NCOC1)C1=CC=CC=C1 N-[(3S)-9-fluoro-2-oxo-5-phenyl-1,3-dihydro-1,4-benzodiazepine-3-yl]-2-[1-(oxazolidin-4-yl)pyrazol-4-yl]-6,7-dihydro-5H-pyrazolo[5,1-b][1,3]Oxazine-3-carboxamide